CN1N=C(N=C1)N 1-methyl-1H-1,2,4-triazol-3-ylamine